Methyl 3-bromo-5-[[3-fluoro-5-[4-(hydroxymethyl)-6-(trifluoromethyl)-3-pyridyl]-2-methoxy-phenyl]sulfamoyl]-4-methoxy-benzoate BrC=1C=C(C(=O)OC)C=C(C1OC)S(NC1=C(C(=CC(=C1)C=1C=NC(=CC1CO)C(F)(F)F)F)OC)(=O)=O